N=1C=NN2C1C=CC(=C2)C2=CNC=1N=C(N=CC12)NC1CC(C1)(C)NC(C)=O N-((1s,3s)-3-((5-([1,2,4]triazolo[1,5-a]pyridin-6-yl)-7H-pyrrolo[2,3-d]pyrimidin-2-yl)amino)-1-methylcyclobutyl)acetamide